ClC1=CC=C(C=C1)\C=C(/C#N)\C1=C(C=CC(=C1)Cl)F (Z)-3-(4-chlorophenyl)-2-(5-chloro-2-fluorophenyl)acrylonitrile